C(C)(C)(C)OC(=O)N[C@H](C(=O)N[C@H](C(=O)OC)C[C@H]1C(NCC1)=O)CC(C)C methyl (2S)-2-[[(2S)-2-(tert-butoxycarbonylamino)-4-methyl-pentanoyl]amino]-3-[(3S)-2-oxopyrrolidin-3-yl]propanoate